tert-butyl (3S,8aS)-3-(4-chlorobenzyl)-7-oxohexahydropyrrolo[1,2-a]pyrazine-2(1H)-carboxylate ClC1=CC=C(C[C@@H]2N(C[C@H]3N(C2)CC(C3)=O)C(=O)OC(C)(C)C)C=C1